N(=[N+]=[N-])CCC 3-azidopropan